7-methyl-4-(m-tolyl)-7H-pyrrolo[2,3-d]pyrimidine CN1C=CC2=C1N=CN=C2C=2C=C(C=CC2)C